C(C)C(C(=O)O)CCCCCCCCCCCC.C(CCCCCCCCCCCCC)(=O)OCC Ethyl myristate (Ethyl myristate)